7-(2-((3aS,4R,6aR)-4-(2-Amino-7H-pyrrolo[2,3-d]pyrimidin-7-yl)-2,2-dimethyl-3a,6a-dihydro-4H-cyclopenta[d][1,3]dioxol-6-yl)ethyl)-3-chloro-N,N-bis(4-methoxybenzyl)quinolin-2-amine NC=1N=CC2=C(N1)N(C=C2)[C@@H]2C=C([C@H]1OC(O[C@H]12)(C)C)CCC1=CC=C2C=C(C(=NC2=C1)N(CC1=CC=C(C=C1)OC)CC1=CC=C(C=C1)OC)Cl